2-(pentafluorophenyl)-tetrafluoro-1,3,2-benzodioxaborolan FC1=C(C(=C(C(=C1B1OC2=C(O1)C(=C(C(=C2F)F)F)F)F)F)F)F